(1'R,2'R)-4-((E)-hept-1-en-1-yl)-5'-methyl-2'-(prop-1-en-2-yl)-1',2',3',4'-tetrahydro-[1,1'-biphenyl]-2,6-diol C(=C\CCCCC)/C=1C=C(C(=C(C1)O)[C@H]1[C@@H](CCC(=C1)C)C(=C)C)O